1-(carboxy-methyl)-2-laurylimidazolinium C(=O)(O)C[NH+]1C(=NCC1)CCCCCCCCCCCC